2-(1-(naphthalen-2-yl)pyrrolidin-3-yl)benzoic acid C1=C(C=CC2=CC=CC=C12)N1CC(CC1)C1=C(C(=O)O)C=CC=C1